(±)-1,1'-Binaphthyl-2,2'-diyl hydrogen phosphate P1(=O)(OC2=C(C3=CC=CC=C3C=C2)C2=C(C=CC3=CC=CC=C23)O1)O